benzyl chloride tetrahydrate O.O.O.O.C(C1=CC=CC=C1)Cl